COC=1C=C(C=CC1)N1C(NCC1)=O 1-(3-Methoxyphenyl)imidazolidin-2-one